tert-butyl (S)-2-(((2-amino-4-chloro-5-fluorophenyl)amino)methyl)morpholine-4-carboxylate NC1=C(C=C(C(=C1)Cl)F)NC[C@H]1CN(CCO1)C(=O)OC(C)(C)C